CN(CCN(C=1C(=CC(=C(C1)OCC)NC1=NC=CC(=N1)N1CC(C2=NC(=CC=C21)C)(C)C)N)C)C N1-(2-(dimethylamino)ethyl)-5-ethoxy-N1-methyl-N4-(4-(3,3,5-trimethyl-2,3-dihydro-1H-pyrrolo[3,2-b]pyridin-1-yl)pyrimidin-2-yl)benzene-1,2,4-triamine